COC(=O)C1=CC2=C(SC3=C2C=C(C=C3)C(=O)OC)C=C1.C1=C(C=CC=3SC2=C(C31)C=C(C=C2)C(=O)O)C(=O)O dibenzo[b,d]thiophene-2,8-dicarboxylic acid dimethyl-dibenzo[b,d]thiophene-2,8-dicarboxylate